NC(CC=1C=C(C(=NC1I)Cl)O)C(CO)(C)C 5-(2-amino-4-hydroxy-3,3-dimethylbutyl)-2-chloro-6-iodopyridin-3-ol